C(C)C1=C(C=CC=C1)C1=NCC2=NN=C(N2C=2SC=3CC(CC3C12)C(=O)OC)C methyl 9-(2-ethylphenyl)-3-methyl-16-thia-2,4,5,8-tetraazatetracyclo[8.6.0.02,6.011,15]hexadeca-1(10),3,5,8,11(15)-pentaene-13-carboxylate